N-octadecyl-2-(3-methoxy-4-(2-propen-1-oxy)-phenyl)-3,5,7-tris-(2-propen-1-oxy)-quinolin-4-one C(CCCCCCCCCCCCCCCCC)N1C(=C(C(C2=C(C=C(C=C12)OCC=C)OCC=C)=O)OCC=C)C1=CC(=C(C=C1)OCC=C)OC